Ethylene bis(oxyethylene) bis-(3-(5-t-butyl-4-hydroxy-m-tolyl)-propionate) C(C)(C)(C)C=1C(=C(C=C(C1)C)CCC(=O)O)O.C(C)(C)(C)C=1C(=C(C=C(C1)C)CCC(=O)O)O.C(COC=C)OC=C